2-(2-Hydroxy-4-tridecyloxyphenyl)-4,6-bis(2,4-dimethyl-phenyl)-1,3,5-triazine OC1=C(C=CC(=C1)OCCCCCCCCCCCCC)C1=NC(=NC(=N1)C1=C(C=C(C=C1)C)C)C1=C(C=C(C=C1)C)C